3-((S)-3-((R)-8-(1H-pyrrolo[3,2-b]pyridin-6-ylsulfonyl)-1-oxa-8-azaspiro[4.5]decan-3-ylamino)-2-hydroxypropoxy)-N-(2-methoxyethyl)benzenesulfonamide N1C=CC2=NC=C(C=C21)S(=O)(=O)N2CCC1(C[C@H](CO1)NC[C@@H](COC=1C=C(C=CC1)S(=O)(=O)NCCOC)O)CC2